3-Bromo-2-((4-methoxybenzyl)oxy)pyridine BrC=1C(=NC=CC1)OCC1=CC=C(C=C1)OC